C1=CC=CC=2C3=CC=CC=C3C(C12)COC(=O)N([C@H](C(=O)O)CN1CCOCC1)C (S)-2-((((9H-fluoren-9-yl)methoxy)carbonyl)(methyl)amino)-3-morpholinopropanoic acid